triphenylsulfonium trifluoroacetate salt FC(C(=O)[O-])(F)F.C1(=CC=CC=C1)[S+](C1=CC=CC=C1)C1=CC=CC=C1